N-((2R,3R)-2-(4-chlorophenyl)-1-methylpyrrolidin-3-yl)-4-(trifluoromethoxy)benzenesulfonamide ClC1=CC=C(C=C1)[C@H]1N(CC[C@H]1NS(=O)(=O)C1=CC=C(C=C1)OC(F)(F)F)C